1-(3-chloro-5-fluoropyridin-2-yl)ethylamine ClC=1C(=NC=C(C1)F)C(C)N